[K+].C(C(=C)C)(=O)[O-].[K+].C(C(=C)C)(=O)[O-] potassium methacrylate, potassium salt